tert-butyl ((1r,4r)-4-((5-((E)-2-(6-((2-chlorophenyl)sulfonamido)-2-methoxypyridin-3-yl)vinyl)pyrimidin-2-yl)amino)cyclohexyl)(methyl)carbamate ClC1=C(C=CC=C1)S(=O)(=O)NC1=CC=C(C(=N1)OC)/C=C/C=1C=NC(=NC1)NC1CCC(CC1)N(C(OC(C)(C)C)=O)C